N-[(Z)-(2,4,6-trichloropyrimidin-5-yl)methyleneamino]pyridin-2-amine ClC1=NC(=C(C(=N1)Cl)\C=N/NC1=NC=CC=C1)Cl